ClC=1C=NC(=C(C(=O)NC2CCC(CC2)CN2C(N(C3=C2C=CC=C3)C=3C=NC(=CC3C)NC)=O)C1)C(F)(F)F 5-chloro-N-((1r,4r)-4-((3-(4-methyl-6-(methylamino)pyridin-3-yl)-2-oxo-2,3-dihydro-1H-benzo[d]imidazol-1-yl)methyl)cyclohexyl)-2-(trifluoromethyl)nicotinamide